N-t-butyl-α-phenylnitrone C(C)(C)(C)[N+](=CC1=CC=CC=C1)[O-]